O=C(C(=O)O)CCCCCCCCCC ketolauric acid